NC1=NC2=C(C=3C=C(C=NC13)CCC1=C(C=C(C=C1)OCCOCCOCCP(=O)(O)O)C)C=CC(=C2)CCC(=O)O 3-(5-amino-2-(2-methyl-4-(2-(2-(2-phosphonoethoxy)ethoxy)ethoxy)phenethyl)benzo[f]-[1,7]naphthyridin-8-yl)propanoic acid